6,6'-(Hexazanediyl)bis(N,N-dioctyl-hexanamide) N(NNNNNCCCCCC(=O)N(CCCCCCCC)CCCCCCCC)CCCCCC(=O)N(CCCCCCCC)CCCCCCCC